C(C1=CC=CC=C1)C1CCN(CC1)C(CC)N (4-Benzylpiperidin-1-yl)propan-1-amine